COC1=C(N)C=CC=C1C#CC 2-methoxy-3-(prop-1-yn-1-yl)aniline